NC1=CC=CC(=N1)S(=O)(=O)NC(=O)C=1C(=NC(=CC1)C=1C=NC(=C(C1)C)N(C)C(C)C)N1C(C[C@@H](C1)C)(C)C N-[(6-amino-2-pyridyl)sulfonyl]-6-[6-[isopropyl(methyl)amino]-5-methyl-3-pyridyl]-2-[(4S)-2,2,4-trimethylpyrrolidin-1-yl]pyridine-3-carboxamide